(5-iodobenzothiazol-2-yl)cyclopentane-1,3-diamine IC=1C=CC2=C(N=C(S2)C2(CC(CC2)N)N)C1